FC(OC1=CC=C(NC=2C(=NC(=C(N2)NC)C2=NC3=C(C=NC=C3)N2C)C(=O)N)C=C1)F 3-[4-(Difluoromethoxy)anilino]-5-(methylamino)-6-(3-methylimidazo[4,5-c]pyridin-2-yl)pyrazine-2-carboxamide